ClC1=C(N)C=CC(=C1C=1N=C2C=3C=C(C=NC3C=CN2C1C)C=1C=NN(C1)C)Cl 2,4-Dichloro-3-(3-methyl-9-(1-methyl-1H-pyrazol-4-yl)imidazo[2,1-f][1,6]naphthyridin-2-yl)aniline